methyl-azole CC=1NC=CC1